[2H]B deutero-borane